2-(3-methylpiperazin-1-yl)pyridin CC1CN(CCN1)C1=NC=CC=C1